O1CCC2=C1C=CC(=C2)C(=O)N 2,3-dihydrobenzofuran-5-carboxamide